4-[3-ethoxy-4-(1,3-benzothiazol-2-yloxy)phenyl]-1,1,1-trifluoro-2-phenylbutan-2-ol C(C)OC=1C=C(C=CC1OC=1SC2=C(N1)C=CC=C2)CCC(C(F)(F)F)(O)C2=CC=CC=C2